(2-chloromethoxyethyl)tris(methyl)silane ClCOCC[Si](C)(C)C